C(C1=CC=CC=C1)OC=1C2=C(N=C(N1)OCC13CCCN3CCC1)CNCC2 4-(benzyloxy)-2-((hexahydro-1H-pyrrolizin-7a-yl)methoxy)-5,6,7,8-tetrahydropyrido[3,4-d]pyrimidine